8-bromo-5,7-difluoroquinoline BrC=1C(=CC(=C2C=CC=NC12)F)F